BrC1=CC(=C(C2=C1N=CO2)C(=O)OCC)C ethyl 4-bromo-6-methylbenzo[d]oxazole-7-carboxylate